hexamethyldisilazide lithium salt [Li+].C[Si]([N-][Si](C)(C)C)(C)C